ClC1=C(C=C(C=C1)OC)C=1C=C(C(N(C1C1=C(C=CC=C1F)F)CC)=O)C 5-(2-chloro-5-methoxyphenyl)-6-(2,6-difluorophenyl)-1-ethyl-3-methylpyridin-2(1H)-one